ClC1=CC(=C(C=C1)N[C@H](C)C=1C=C(C=C2C(N(C(=NC12)C1CCOCC1)C)=O)C)S(=O)(=O)C (R)-8-(1-((4-chloro-2-(methylsulfonyl)phenyl)amino)ethyl)-3,6-dimethyl-2-(tetrahydro-2H-pyran-4-yl)quinazolin-4(3H)-one